ClC=1C(=C(NC=2C3=C(N=CN2)C=NC(=C3)[C@@H]3CN(CC3)C(=O)OC(C)(C)C)C=CC1Cl)F tert-butyl (3S)-3-[4-(3,4-dichloro-2-fluoro-anilino)pyrido[3,4-d]pyrimidin-6-yl]pyrrolidine-1-carboxylate